(+)-[3-[4-(2,4-Difluorophenyl)phenyl]azetidin-1-yl]-[3-(1H-1,2,4-triazol-5-yl)pyrrolidin-1-yl]methanone FC1=C(C=CC(=C1)F)C1=CC=C(C=C1)C1CN(C1)C(=O)N1CC(CC1)C1=NC=NN1